9-((1-(cyclopropylsulfonyl)piperidin-4-yl)methyl)-2-(2-isopropylphenyl)-7,9-dihydro-8H-purin-8-one C1(CC1)S(=O)(=O)N1CCC(CC1)CN1C2=NC(=NC=C2NC1=O)C1=C(C=CC=C1)C(C)C